Diethoxy-1-(3-triethoxysilylpropyl)-1-aza-2-silacyclopentane C(C)O[Si]1(N(CCC1)CCC[Si](OCC)(OCC)OCC)OCC